F[C@H]1CN(CC[C@H]1NC1=C2C=C(N(C2=CC=C1)CC(F)(F)F)C1=NOC(=N1)CNC(=O)C1=CN(C=C1)[C@H]1[C@@H](CCCC1)OC)C N-{[3-(4-{[(3S,4R)-3-fluoro-1-methylpiperidin-4-yl]amino}-1-(2,2,2-trifluoroethyl)-1H-indol-2-yl)-1,2,4-oxadiazol-5-yl]methyl}-1-[(1R,2R)-2-methoxycyclohexyl]-1H-pyrrole-3-carboxamide